OC1CN(CC(C1(OC)OC)C)C(=O)OC(C)(C)C tert-Butyl 3-hydroxy-4,4-dimethoxy-5-methylpiperidine-1-carboxylate